(R)-(+)-benzyl-1-phenylethylamine C(C1=CC=CC=C1)N[C@H](C)C1=CC=CC=C1